5,6-DIHYDRO-6-PHENYLBENZO[F]ISOCHINOLIN-2-AMIN C1(=CC=CC=C1)C1C2=C(C=3C=C(N=CC3C1)N)C=CC=C2